NC1=NC=2C=NC(=CC2C2=C1COC2)C(=O)N2[C@H](COCC2)C2=NC=C(C=C2F)Br (4-amino-1,3-dihydrofuro[3,4-c][1,7]naphthyridin-8-yl)((3S)-3-(5-bromo-3-fluoro-2-pyridinyl)-4-morpholinyl)methanone